CC1=C(OC=2CCC3=CN(N=C3C21)CC2=NC=CC=C2)C(=O)NC[C@@H]2OCC2 8-Methyl-N-[(2R)-oxetan-2-ylmethyl]-2-(pyridin-2-ylmethyl)-4,5-dihydro-2H-furo[2,3-g]indazol-7-carboxamid